C(N)(O[C@H](CNC1=NC=CC(=N1)C=1C(=NN(C1)C(C([2H])([2H])[2H])(C([2H])([2H])[2H])[2H])C1=C(C(=CC(=C1)Cl)NS(=O)(=O)C)F)CC([2H])([2H])[2H])=O (S)-(methyl-d3)-(1-((4-(3-(5-chloro-2-fluoro-3-(methylsulfonylamino) phenyl)-1-(propan-2-yl-d7)-1H-pyrazol-4-yl) pyrimidin-2-yl) amino) propan-2-yl) carbamate